O1N=NC=C1 [1,2,3]oxadiazol